O=S1(CCC(CC1)CCCCCCCCCCCCCCCCCCCCCCCC(=O)O)=O 24-(1,1-dioxidotetrahydro-2H-thiopyran-4-yl)tetracosanoic acid